(((tert-butyldimethylsilyl)oxy)methyl)azetidine-3-carboxylic acid ethyl ester trifluoroacetate FC(C(=O)O)(F)F.C(C)OC(=O)C1CN(C1)CO[Si](C)(C)C(C)(C)C